BrC1=C(C(=CC=2N=C(OC21)C=2C(=C(C=CC2)C2=CC=CC=C2)C)C(=O)OC)O methyl 7-bromo-6-hydroxy-2-(2-methylbiphenyl-3-yl)-1,3-benzoxazole-5-carboxylate